N-{2-[4-(2,4-difluorophenyl)piperidin-1-yl]phenyl}-6-methoxypyridine FC1=C(C=CC(=C1)F)C1CCN(CC1)C1=C(C=CC=C1)N1CC=CC=C1OC